6-(trifluoromethyl)-2-azaspiro[3.4]octan-6-ol FC(C1(CC2(CNC2)CC1)O)(F)F